2-Ethoxy-N-(2-fluoro-5-(5-(furan-2-yl)-1,3,4-oxadiazol-2-yl)phenyl)-5-methylbenzamide C(C)OC1=C(C(=O)NC2=C(C=CC(=C2)C=2OC(=NN2)C=2OC=CC2)F)C=C(C=C1)C